C(C=C)(=O)OC(C1=CC=CC=C1)(C1=CC=CC=C1)C1=CC=CC=C1 acrylic acid, trityl ester